ClC1=CN=C(S1)NC([C@@H](C1=CC=C(C=C1)C=1N=NN(N1)C)[C@@H]1CC(CC1)(F)F)=O (R)-N-(5-chlorothiazol-2-yl)-2-((S)-3,3-difluorocyclopentyl)-2-(4-(2-methyl-2H-tetrazol-5-yl)phenyl)acetamide